Cyclohexyl N-(5,6-dichloro-1H-1,3-benzodiazol-2-yl)carbamate ClC1=CC2=C(NC(=N2)NC(OC2CCCCC2)=O)C=C1Cl